N1C[C@H](CC1)NC(O)=O (S)-pyrrolidin-3-ylcarbamic acid